C(C)(C)(C)P(C1=C(C=CC=C1)C1=C(C=C(C=C1C(C)C)C(C)C)C(C)C)C(C)(C)C di-tert-butyl-(2-(2,4,6-tri(propan-2-yl)phenyl)phenyl)phosphane